ClC=1C=CC2=C([C@@H](C[C@@H](O2)C(=O)N[C@H]2[C@@H]3C[C@H]([C@H](C2)C3)NC(C3=CC=C(C=C3)C(F)(F)F)=O)O)C1 |r| (2RS,4RS)-6-chloro-4-hydroxy-N-{(1SR,2RS,4SR,5RS)-5-[4-(trifluoromethyl)benzamido]bicyclo[2.2.1]heptan-2-yl}-3,4-dihydro-2H-1-benzopyran-2-carboxamide